C1(CC1)CCN(C1=C2CN(C(C2=CC(=C1)F)=O)C1C(NC(CC1)=O)=O)C1CCC(CC1)NCC1(CC1)C(F)(F)F 3-{4-[(2-cyclopropylethyl)[(1r,4r)-4-({[1-(trifluoromethyl)cyclopropyl]methyl}amino)cyclohexyl]amino]-6-fluoro-1-oxo-3H-isoindol-2-yl}piperidine-2,6-dione